C(C=C)(=O)OCCCC[Si](Cl)(Cl)Cl acryloxybutyl-trichlorosilane